2-methyl-1'-phenyl-1'H,2H-[3,4'-bipyrazole]-3'-carbonitrile CN1N=CC=C1C=1C(=NN(C1)C1=CC=CC=C1)C#N